5-(((3-(5-(1-(Naphthalen-1-yl)ethyl)-1,2,4-oxadiazol-3-yl)phenyl)amino)methyl)furan-2-carboxylic acid C1(=CC=CC2=CC=CC=C12)C(C)C1=NC(=NO1)C=1C=C(C=CC1)NCC1=CC=C(O1)C(=O)O